ClC1=CC=C(C(=N1)I)O 6-Chloro-2-iodo-pyridin-3-ol